(2-methoxy)ethylglycidyl ether COCCOCC1CO1